N1(CCCC1)C=CC=C(C(=O)OCCCCCCCC)S(=O)(=O)C1=CC=CC=C1 octyl 5-pyrrolidinyl-2-phenylsulfonyl-2,4-pentadienate